(1R,5S)-3-(2,6,8-Trifluoro-7-(3-(methoxymethoxy)-8-((triisopropylsilyl)ethynyl)naphthalene-1-yl)quinazolin-4-yl)-3,8-diazabicyclo[3.2.1]octane-8-carboxylate FC1=NC2=C(C(=C(C=C2C(=N1)N1C[C@H]2CC[C@@H](C1)N2C(=O)[O-])F)C2=CC(=CC1=CC=CC(=C21)C#C[Si](C(C)C)(C(C)C)C(C)C)OCOC)F